OC(CCCP(OCC)(OCC)=O)CO Diethyl [(3,4-dihydroxybutyl)methyl]phosphonate